propyl heptyl hexanedioate C(CCCCC(=O)OCCCCCCC)(=O)OCCC